ClCCNC(=O)NC1CC1 (2-chloroethyl)-3-cyclopropyl-urea